2-chloroisoindoline-1,3-dione ClN1C(C2=CC=CC=C2C1=O)=O